C(C)NC(=O)C=1C(OC=2C1C(C(=CC2)OC)=CN2CCCCC2)C2=CC=CC=C2 N-Ethyl-5-methoxy-2-phenyl-4-(piperidin-1-ylmethylene)benzofuran-3-carboxamide